1-(5-Cyano-4-hydroxypyridin-2-yl)-N-(4-(trifluoromethyl)benzyl)-1H-pyrazole-4-carboxamide C(#N)C=1C(=CC(=NC1)N1N=CC(=C1)C(=O)NCC1=CC=C(C=C1)C(F)(F)F)O